C(C)(C)(C)OC(=O)N(C1CCC1)CC1(CCN(CC1)C(=O)OCC1=CC=CC=C1)C benzyl 4-(((tert-butoxycarbonyl) (cyclobutyl) amino) methyl)-4-methylpiperidine-1-carboxylate